2-(3-((1r,3r)-3-(fluoromethyl)-1-(4-methyl-4H-1,2,4-triazol-3-yl)cyclobutyl)phenyl)-6-(((1-methylcyclobutyl)amino)methyl)-4-(trifluoromethyl)isoindolin-1-one FCC1CC(C1)(C1=NN=CN1C)C=1C=C(C=CC1)N1C(C2=CC(=CC(=C2C1)C(F)(F)F)CNC1(CCC1)C)=O